6-{5-[(3S)-3-[(4-fluorophenyl)methyl]piperidine-1-carbonyl]-6-methoxypyridin-3-yl}-N-methyl-1H-indazole-3-carboxamide FC1=CC=C(C=C1)C[C@H]1CN(CCC1)C(=O)C=1C=C(C=NC1OC)C1=CC=C2C(=NNC2=C1)C(=O)NC